ClC1=CC=C(S1)CN1CCC2=CC(=CC=C12)NC(C1=CC=NC=C1)=O N-[1-(5-Chlorothiophen-2-ylmethyl)-2,3-dihydro-1H-indol-5-yl]-isonicotinamide